1-(1-(furan-3-carbonyl)piperidin-4-yl)-3-(4-(trifluoromethoxy)phenyl)urea O1C=C(C=C1)C(=O)N1CCC(CC1)NC(=O)NC1=CC=C(C=C1)OC(F)(F)F